C(=O)(O)C(CC=1C=C(COCC2N(CCN(C2)CC=2C=C(C=CC2)CC(C(=O)O)C2CNCC2)CC=2C=C(C=CC2)CC(C(=O)O)C2CNCC2)C=CC1)C1CNCC1 3,3'-(((2-(((3-(2-carboxy-2-(pyrrolidin-3-yl)ethyl)benzyl)oxy)methyl)piperazine-1,4-diyl)bis(methylene))bis(3,1-phenylene))bis(2-(pyrrolidin-3-yl)propanoic acid)